9-methacryloyloxy-10-methoxy-1,2,3,4-tetrahydroanthracene C(C(=C)C)(=O)OC=1C2=CC=CC=C2C(=C2CCCCC12)OC